3-(4,4,5,5-Tetramethyl-1,3,2-dioxaborolan-2-yl)propanenitrile CC1(OB(OC1(C)C)CCC#N)C